3-{[5-(difluoromethoxy)-1-methyl-3-(trifluoromethyl)-1H-pyrazol-4-yl]methanesulfonyl}-5,5-dimethyl-4,5-dihydro-1,2-oxazole FC(OC1=C(C(=NN1C)C(F)(F)F)CS(=O)(=O)C1=NOC(C1)(C)C)F